C(C1=CC=CC=C1)OC1=C(C=C(C(=O)NC2(CCC3=CC(=CC=C23)Br)C)C=C1)C1OCCO1 4-(benzyloxy)-N-(5-bromo-1-methyl-2,3-dihydro-1H-inden-1-yl)-3-(1,3-dioxolan-2-yl)benzamide